C(CCC)OCCOCCOC(CCCCC(=O)OCCOCCOCCCC)=O bis[2-(2-butoxyethoxy)ethyl]adipate